C1(CC1)C(=O)NC=1C(=C(N=NC1)C(=O)NC)NC1=CC=CC2=C1OCC=1N2N=C(N1)C (cyclopropanecarboxamido)-N-methyl-4-((2-methyl-4H-benzo[b][1,2,4]triazolo[1,5-d][1,4]oxazin-6-yl)amino)pyridazine-3-carboxamide